2-(cyclohexylpropyl)-1,3-dimethoxypropane C1(CCCCC1)CCCC(COC)COC